tert-butyl 4-(2-(1H-1,2,4-triazol-1-yl)ethylamino)-3-(pyridin-4-yl)phenyl(benzyl)-carbamate N1(N=CN=C1)CCNC1=C(C=C(C=C1)N(C(OC(C)(C)C)=O)CC1=CC=CC=C1)C1=CC=NC=C1